C(C)(C)(C)C1=NN=C(S1)OC1=CC=C(C=C1)C1CCN(CC1)C(=O)C=1C=CC(=C(C1)NS(=O)(=O)CC1=CC=CC=C1)C N-(5-(4-(4-((5-(tert-butyl)-1,3,4-thiadiazol-2-yl)oxy)phenyl)piperidine-1-carbonyl)-2-methylphenyl)-1-phenylmethanesulfonamide